1-phenyl-3-phenyl-5-(4-tert-butylphenyl)pyrazoline C1(=CC=CC=C1)N1NC(=CC1C1=CC=C(C=C1)C(C)(C)C)C1=CC=CC=C1